5-{4-methoxy-6-[3-(methylamino)pyrrolidin-1-yl]pyrido[2,3-d]pyrimidin-2-yl}-2,7-dimethylindazol-6-ol COC=1C2=C(N=C(N1)C1=CC3=CN(N=C3C(=C1O)C)C)N=CC(=C2)N2CC(CC2)NC